C(C)C(C(=O)[O-])CCCC.[Sr+2].C(C)C(C(=O)[O-])CCCC Strontium(II) 2-ethylhexanoate